OCC=1C=C([N+](=CC1)[S-])C1=NC=CC(=C1)CO 4,4'-bis(hydroxymethyl)-2,2'-bipyridyl sulfide